[N+](=O)([O-])C1=C(C=CC=C1)OC(CCC)=O.OC[C@H]1NC[C@H](C1)OC1=CC=C(C=C1)C(F)(F)F (2S,4S)-2-(hydroxymethyl)-4-(4-(trifluoromethyl)phenoxy)pyrrolidine 2-Nitrophenylbutyrate